COC1=CC=C(CN2S(CC(C3=C2C=CC=C3)=O)(=O)=O)C=C1 1-(4-Methoxybenzyl)-1H-2,1-benzothiazin-4(3H)-on-2,2-dioxid